2-fluoro-1-(3-(3-(4-(trifluoromethyl)phenyl)-6,7-dihydropyrano[4,3-c]pyrazol-2(4H)-yl)azetidin-1-yl)prop-2-en-1-one FC(C(=O)N1CC(C1)N1N=C2C(=C1C1=CC=C(C=C1)C(F)(F)F)COCC2)=C